N-(3-methoxy-4-(1H-pyrrolo[2,3-b]pyridin-5-yl)phenyl)furan-2-carboxamide COC=1C=C(C=CC1C=1C=C2C(=NC1)NC=C2)NC(=O)C=2OC=CC2